N-Benzooxazol-6-yl-2-chloro-3-trifluoromethyl-benzamide O1C=NC2=C1C=C(C=C2)NC(C2=C(C(=CC=C2)C(F)(F)F)Cl)=O